Cl.FC1(CNC2C1N(CC2)CCC(C(=O)OC(C)(C)C)(C)C)F tert-butyl 4-(6,6-difluorohexahydropyrrolo[3,2-b]pyrrol-1(2H)-yl)-2,2-dimethylbutyrate hydrochloride